5-acetyl-4-(7-bromobenzo[b]thiophen-3-yl)-2-cyclohexyl-6-methyl-1,4-dihydropyridine-3-carboxylic acid methyl ester COC(=O)C1=C(NC(=C(C1C=1C2=C(SC1)C(=CC=C2)Br)C(C)=O)C)C2CCCCC2